((4-acetamido-2-(5-fluoro-6-(4-fluorophenyl)-4-(2-hydroxypropan-2-yl)pyridin-2-yl)-tetrahydrofuran-2-yl)methyl)-8-methoxy-3-methylcinnoline-6-carboxamide C(C)(=O)NC1CC(OC1)(C1=NC(=C(C(=C1)C(C)(C)O)F)C1=CC=C(C=C1)F)CC1=C(N=NC2=C(C=C(C=C12)C(=O)N)OC)C